IC1=C(N)C=CC(=C1)[N+](=O)[O-] 2-iodo-4-nitroaniline